FC1=C(C(=CC=C1)F)C1=CC(=CC=C1)NC1=NC=NC2=CC(=C(C=C12)NC(C=C)=O)OCCCN1CCN(CC1)C(C)C N-(4-((2',6'-difluoro-[1,1'-biphenyl]-3-yl)amino)-7-(3-(4-isopropylpiperazin-1-yl)propoxy)quinazolin-6-yl)acrylamide